C(#N)CC=1C=CC(=C(C1)C1=CC=CC=C1)N1CCN(CC1)C(=O)OC(C)(C)C tert-Butyl 4-(5-(cyanomethyl)-[1,1'-biphenyl]-2-yl)piperazine-1-carboxylate